(2,2,2-trifluoroethyl)imidazolidine FC(CN1CNCC1)(F)F